2,3,4-trifluorobromobenzene C1=CC(=C(C(=C1F)F)F)Br